2-[(2R,4R,5S)-1-(2,4-Dichlorophenyl)-5-hydroxy-2,6,6-trimethylheptan-4-yl]-2,4-dihydro-3H-1,2,4-triazole ClC1=C(C=CC(=C1)Cl)C[C@H](C[C@H]([C@H](C(C)(C)C)O)N1N=CNC1)C